C(C)(C)(C)OC(=O)NC(CNC(OCC1=CC=CC=C1)=O)C1CCCC1 benzyl N-{2-[(tert-butoxycarbonyl)amino]-2-cyclopentylethyl}carbamate